N-(5-(3-hydroxypyrrolidin-1-yl)-2-morpholinooxazolo[4,5-b]pyridin-6-yl)-2-(2-methylpyridin-4-yl)oxazole-4-carboxamide OC1CN(CC1)C1=C(C=C2C(=N1)N=C(O2)N2CCOCC2)NC(=O)C=2N=C(OC2)C2=CC(=NC=C2)C